tert-butyl (2R,3S,4S)-4-[(tert-butoxycarbonyl)oxy]-2-[(4-methoxyphenyl)methyl]-3-{[2-(1,2-oxazol-3-ylmethoxy)acetyl]oxy}pyrrolidine-1-carboxylate C(C)(C)(C)OC(=O)O[C@@H]1[C@H]([C@H](N(C1)C(=O)OC(C)(C)C)CC1=CC=C(C=C1)OC)OC(COCC1=NOC=C1)=O